COC1=C(C=CC=C1)S(=O)(=O)NC1=NOC=2C1=C1OCCCC1=C(C2)CN2N=CC(=C2)CNC(OC(C)(C)C)=O tert-Butyl ((1-((9-((2-methoxyphenyl)sulfonamido)-3,4-dihydro-2H-chromeno[8,7-d]isoxazol-5-yl)methyl)-1H-pyrazol-4-yl)methyl)carbamate